(4E)-4,6-hexadecadienyl chloride C(CC\C=C\C=CCCCCCCCCC)Cl